(2,6-diethyl-4-methylphenyl)-malonic acid dimethyl ester COC(C(C(=O)OC)C1=C(C=C(C=C1CC)C)CC)=O